CC1=C(C=CC(=C1)C)NN 2,4-dimethylphenylhydrazine